3-(2,6-bis(3,6-diphenyl-9H-carbazol-9-yl)pyridin-4-yl)benzonitrile C1(=CC=CC=C1)C=1C=CC=2N(C3=CC=C(C=C3C2C1)C1=CC=CC=C1)C1=NC(=CC(=C1)C=1C=C(C#N)C=CC1)N1C2=CC=C(C=C2C=2C=C(C=CC12)C1=CC=CC=C1)C1=CC=CC=C1